FC(F)(F)C1=C(C=CC=C1)[S+](C1=CC=CC=C1)C1=CC=CC=C1 (trifluoromethylphenyl)diphenyl-sulfonium